tert-Butyl (1r,4r)-5'-bromo-4'-chloro-4-cyano-4-methylspiro[cyclohexane-1,3'-pyrrolo[2,3-b]pyridine]-1'(2'H)-carboxylate BrC=1C(=C2C(=NC1)N(CC21CCC(CC1)(C)C#N)C(=O)OC(C)(C)C)Cl